5-(4-(bis(phenyl)amino)benzylidene)-4-oxo-3-phenylthiazole C1(=CC=CC=C1)N(C1=CC=C(C=C2C(N(CS2)C2=CC=CC=C2)=O)C=C1)C1=CC=CC=C1